carboxyl-benzyl-mercaptooxadiazole C(=O)(O)SC=1N=NOC1CC1=CC=CC=C1